CC1=CC=CC2=C1NCC1C(C(N2C)=O)N(C(C1)=O)C1=NC(=CC(=C1)C(F)(F)F)C 6,10-dimethyl-1-(6-methyl-4-(trifluoromethyl)-pyridin-2-yl)-1,3a,4,5,10,11a-hexa-hydro-2H-benzo[b]pyrrolo[2,3-f][1,4]diazocine-2,11(3H)-dione